((4aS,7aR)-1-methyl-octahydro-4aH-cyclopenta[b]pyridin-4a-yl)methanol sodium 5,8,11,14-tetraoxatetracosane-1-sulfonate C(CCCOCCOCCOCCOCCCCCCCCCC)S(=O)(=O)[O-].[Na+].CN1[C@H]2[C@@](CCC1)(CCC2)CO